C(C=1C(C(=O)O)=CC=CC1)(=O)O.C(C=C)(=O)OCCO Hydroxyethyl acrylate monophthalate